2-(2-(5,6-dihydro-1,4-dioxin-2-yl)-5-ethyl-6-(4-(3-hydroxypicolinoyl)piperazin-1-yl)-7-oxo-[1,2,4]triazolo[1,5-a]pyrimidin-4(7H)-yl)-N-(2-methyl-4-(trifluoromethyl)phenyl)acetamide O1C(=COCC1)C1=NN2C(N(C(=C(C2=O)N2CCN(CC2)C(C2=NC=CC=C2O)=O)CC)CC(=O)NC2=C(C=C(C=C2)C(F)(F)F)C)=N1